1-(4-((3-methyl-4-((1-methyl-1H-benzo[d]imidazol-5-yl)oxy)phenyl)amino)pyrido[3,2-d]pyrimidin-6-yl)-3-methylenepyrrolidin-2-one CC=1C=C(C=CC1OC1=CC2=C(N(C=N2)C)C=C1)NC=1C2=C(N=CN1)C=CC(=N2)N2C(C(CC2)=C)=O